C1(CCCC1)NC1=NN2C(N(C3=C(C2=O)C=CC=N3)CC(=O)NC3=NC=C(C=C3)F)=C1 2-(2-(Cyclopentylamino)-9-oxopyrazolo[1,5-a]pyrido[2,3-d]pyrimidin-4(9H)-yl)-N-(5-fluoropyridin-2-yl)acetamide